(S)-11-(2-(1-(3-ethoxy-4-methoxyphenyl)-2-(methylsulfonyl)ethyl)-1,3-dioxoisoindolin-4-yl)undecanal C(C)OC=1C=C(C=CC1OC)[C@@H](CS(=O)(=O)C)N1C(C2=CC=CC(=C2C1=O)CCCCCCCCCCC=O)=O